3,4,5,6-tetrafluorophenol FC=1C=C(C(=C(C1F)F)F)O